2-(2-(2-((1-(methylsulfonyl)piperidin-4-yl)amino)-5-(trifluoromethyl)pyrimidin-4-yl)thiazol-5-yl)propan-2-ol CS(=O)(=O)N1CCC(CC1)NC1=NC=C(C(=N1)C=1SC(=CN1)C(C)(C)O)C(F)(F)F